FC(CN1C(=C(C(C(=C1)C1=CC(=C(C=C1)F)F)=O)C(=O)NC1=CC(=C(C=C1)OC1=CC=NC2=CC(=CN=C12)OC)F)C)F 1-(2,2-difluoroethyl)-5-(3,4-difluorophenyl)-N-[3-fluoro-4-[(7-methoxy-1,5-naphthyridin-4-yl)oxy]phenyl]-2-methyl-4-oxopyridine-3-carboxamide